CN(C(=O)NC)C N,N,N'-trimethylurea